N-[trans-4-[[4-amino-7-[(1-cyanocyclopropyl)methylamino]-5,5-dimethyl-6H-benzo[H]quinazolin-8-yl]oxy]cyclohexyl]carbamic acid tert-butyl ester C(C)(C)(C)OC(N[C@@H]1CC[C@H](CC1)OC=1C=CC2=C(CC(C=3C(=NC=NC23)N)(C)C)C1NCC1(CC1)C#N)=O